COC(=O)[C@@H]1[C@H]([C@H]([C@@H](C1)NC(=O)OC(C)(C)C)[C@H](C(CC)CC)N)O (1S,2S,3S,4R)-3-[(1S)-1-amino-2-ethylbutyl]-4-[tert-butoxycarbonylamino]-2-hydroxy-cyclopentanecarboxylic acid methyl ester